N-((1r,4r)-4-(3,3-Difluorocyclobutoxy)cyclohexyl)-5,6-dihydrobenzo[f]imidazo[1,5-d][1,4]oxazepine-10-carboxamide FC1(CC(C1)OC1CCC(CC1)NC(=O)C=1C=CC2=C(C=3N(CCO2)C=NC3)C1)F